OC[C@H](C(C)(C)C)\N=C\C1=C(C(=CC(=C1)I)I)O 2-[(E)-[(1S)-1-(hydroxymethyl)-2,2-dimethyl-propyl]iminomethyl]-4,6-diiodo-phenol